Cl.FC([C@@H](C)N)(F)F (2R)-1,1,1-trifluoro-2-propanamine hydrochloride